C1(NC([C@@H]2[C@H]3C=C[C@@H]([C@H]12)C3)=O)=O (3aR,4R,7S,7aS)-3a,4,7,7a-tetrahydro-1H-4,7-methanoisoindole-1,3(2H)-dione